2-(diphenylphosphoryl)-1-phenylethan-1-one C1(=CC=CC=C1)P(=O)(C1=CC=CC=C1)CC(=O)C1=CC=CC=C1